FC12CN3C=4N=CN=C5C=CN=C(OCC3C(CC1)N2C(=O)[O-])C45 4-fluoro-10-oxa-2,12,16,18,20-pentazapentacyclo[9.7.1.14,7.02,8.015,19]icosa-1(19),11,13,15,17-pentaene-20-carboxylate